N-[5-(4-formylphenyl)-2-[4-(trifluoromethoxy)phenyl]-1,2,4-triazol-3-yl]ethanesulfonamide C(=O)C1=CC=C(C=C1)C=1N=C(N(N1)C1=CC=C(C=C1)OC(F)(F)F)NS(=O)(=O)CC